BrC=1C=C(C=2N(C1)N=CC2/C=N/O)OC (E)-6-bromo-4-methoxypyrazolo[1,5-a]pyridine-3-carbaldehyde oxime